ClC1=C2N(C(C(=C1)NC1=NC=NC=C1)=O)C(NC2=O)(C)C2=CC(=CC=C2)F 8-chloro-3-(3-fluorophenyl)-3-methyl-6-(pyrimidin-4-ylamino)-2H-imidazo[1,5-a]pyridine-1,5-dione